C(C)C1=CC=C(C=C1)S(=O)(=O)CN (4-(ethyl)Phenylsulfonyl)methylamine